2-(4-chloro-3-fluorophenoxy)-N-{3-[(3-cyanopyridin-4-yl)amino]bicyclo[1.1.1]pent-1-yl}acetamide ClC1=C(C=C(OCC(=O)NC23CC(C2)(C3)NC3=C(C=NC=C3)C#N)C=C1)F